COC1=CC(=C2C(=O)C[C@H](OC2=C1C=O)C3=CC=CC=C3)OC The molecule is a dimethoxyflavanone that is 5,7-dimethoxyflavanone substituted by a formyl group at position 8. Isolated from the stem bark of Pongamia pinnata, it acts as a an inducer of quinone reductase, a phase II enzyme that protects cells against reactive, toxic and potentially carcinogenic species. It has a role as a metabolite and an antineoplastic agent. It is a dimethoxyflavanone and an aldehyde.